OC(C#C)C1=C(N=NN1C)C1=CC=C(C(=N1)C)O[C@@H]1C[C@H](CCC1)C(=O)OC Methyl (1S,3S)-3-((6-(5-(1-hydroxyprop-2-yn-1-yl)-1-methyl-1H-1,2,3-triazol-4-yl)-2-methylpyridin-3-yl)oxy)cyclohexane-1-carboxylate